C1(=CC=CC=C1)C1C(C2(CCC1C2(C)C)C)(C=2C=C(C=CC2)B2OC(C(O2)(C)C)(C)C)C2=CC=CC=C2 2-(3-(diphenylbornyl)phenyl)-4,4,5,5-tetramethyl-1,3,2-dioxaborolane